BrC1=CC(=NC=C1)NC(=O)N1CCOCC1 N-(4-bromopyridin-2-yl)morpholine-4-carboxamide